2-(3-aminomethylphenyl)-6-(5-chloropyridin-2-yl)-3H-pyrimidin-4-one NCC=1C=C(C=CC1)C1=NC(=CC(N1)=O)C1=NC=C(C=C1)Cl